2-(3-chlorophenyl)-2-methyl-1-phenylpropyl ((2S)-1-((1-(5,5-dimethyl-2-oxopyrrolidin-3-yl)-3-hydroxypropan-2-yl) amino)-4-methyl-1-oxopentan-2-yl)carbamate CC1(CC(C(N1)=O)CC(CO)NC([C@H](CC(C)C)NC(OC(C(C)(C)C1=CC(=CC=C1)Cl)C1=CC=CC=C1)=O)=O)C